4,6,7,9-tetra(thiophen-2-yl)-[1,2,5]thiadiazolo[3,4-g]quinoxaline S1C(=CC=C1)C=1C=2C(C(=C3N=C(C(=NC13)C=1SC=CC1)C=1SC=CC1)C=1SC=CC1)=NSN2